COC(=O)C=1C(=CC(=CC1)C)C1=C(C=CC(=C1)C(F)F)OC 5'-(Difluoromethyl)-2'-methoxy-5-methyl-[1,1'-biphenyl]-2-carboxylic acid methyl ester